CC1=CC=C(C=C1)S(=O)(=O)OC1=CC=C(C=C1)C(\C=C\C1=CC=C(C=C1)O)=O [4-[(E)-3-(4-Hydroxyphenyl)prop-2-enoyl]phenyl] 4-methylbenzenesulfonate